rel-1-(4-((R)-1-(2-methyl-1H-imidazol-1-yl)ethyl)phenyl)-3-((3S,4R)-4-methyltetrahydrofuran-3-yl)urea CC=1N(C=CN1)[C@H](C)C1=CC=C(C=C1)NC(=O)N[C@@H]1COC[C@@H]1C |o1:6,18,22|